Tert-butyl 6-(2-methoxy-2-oxoethyl)-2H-benzo[b][1,4]oxazine-4(3H)-carboxylate COC(CC1=CC2=C(OCCN2C(=O)OC(C)(C)C)C=C1)=O